ClC=1C=CC(=NC1)NC(C(=O)N[C@H](C(=O)N[C@@H](CCC(=O)O)C(COC1=C(C(=CC(=C1F)F)F)F)=O)C)=O (S)-4-((S)-2-(2-((5-chloropyridin-2-yl)amino)-2-oxoacetamido)propanamido)-5-oxo-6-(2,3,5,6-tetrafluorophenoxy)hexanoic acid